COC=1C=C(C=CC1OC)C=1NC2=CC=C(C=C2C1C(C)C)OCC(=O)N1CCC(CC1)OC1CCNCC1 2-((2-(3,4-Dimethoxyphenyl)-3-isopropyl-1H-indol-5-yl)oxy)-1-(4-(piperidin-4-yloxy)piperidin-1-yl)ethan-1-on